FC1=CC2=C(NC(=N2)CN2C(C(=CC=C2)NC([C@@H](CC\C=C\C(=O)N(C)C)CN(C([O-])=O)C)=O)=O)C(=C1F)OC(C)C (S,E)-1-((1-((5,6-Difluoro-7-isopropoxy-1H-benzo[d]imidazol-2-yl)methyl)-2-oxo-1,2-dihydropyridin-3-yl)amino)-7-(dimethylamino)-1,7-dioxohept-5-en-2-yl-dimethylcarbamat